C(#N)C=1C=CC(=C2C=CC=NC12)OC1C(C(C1(C)C)NC(C1=CN=C(C=C1)N1CCC(CC1)CO)=O)(C)C N-((1r,3r)-3-((8-Cyanoquinolin-5-yl)oxy)-2,2,4,4-tetramethylcyclobutyl)-6-(4-(hydroxymethyl)piperidin-1-yl)nicotinamide